BrC=1C=C2CN(CC2=CC1OC)C(CCC(=O)OCC)=O ethyl 4-(5-bromo-6-methoxy-isoindolin-2-yl)-4-oxo-butanoate